4-(2-methylisoxazol-4-yl)-6-(6-(trifluoromethyl)pyridin-2-yl)-N-(2-(trifluoromethyl)pyridin-4-yl)-1,3,5-triazin-2-amine CN1OC=C(C1)C1=NC(=NC(=N1)C1=NC(=CC=C1)C(F)(F)F)NC1=CC(=NC=C1)C(F)(F)F